FC1=CC=C(C=C1)C=1C(=NC=CC1)N1SC2=C(C1=O)C=CC=C2 2-(3-(4-fluorophenyl)pyridin-2-yl)benzo[d]isothiazol-3(2H)-one